methyl 4-(1-methyl-1,2,3,6-tetrahydropyridin-4-yl)benzoate CN1CCC(=CC1)C1=CC=C(C(=O)OC)C=C1